2-(4-(6-chloroimidazo[1,2-b]pyridazin-3-yl)pyridin-2-yl)hexahydro-1H-pyrido[1,2-a]pyrazin-6(2H)-one ClC=1C=CC=2N(N1)C(=CN2)C2=CC(=NC=C2)N2CC1N(CC2)C(CCC1)=O